FC(C1N(CCC1)C1=CC=C(C=C1)C1CN(C1)C(=O)N1C[C@@H]2[C@@H](OCCN2)CC1)(F)F (4aR,8aS)-6-(3-(4-(2-(trifluoromethyl)pyrrolidin-1-yl)phenyl)azetidine-1-carbonyl)hexahydro-2H-pyrido[4,3-b]-[1,4]Oxazin